COC(=O)C1(C(CCC=2N(C3=CC=CC=C3C12)CC1=CC=CC=C1)(C1=CC=CC=C1)O)C1=CC=CC=C1 Methyl-9-benzyl-3-hydroxy-3,4-diphenyl-2,3,4,9-tetrahydro-1H-carbazole-4-carboxylate